(1-(trifluoro-methyl)cyclopropyl)methanamine FC(C1(CC1)CN)(F)F